C12C(C(C(C=C1)CC2)C(=O)OCCCC)C(=O)OCCCC di-n-butyl bicyclo[2.2.2]oct-5-ene-2,3-dicarboxylate